FC=1C=C(C=CC1F)C1OC(=C(C1=O)OS(=O)(=O)C1=CC=CC=C1)N 2-(3,4-difluorophenyl)-4-[[phenylsulfonyl]oxy]-5-amino-3(2H)-furanone